methyl 3-(4-bromo-3-thienyl)-2-[tert-butoxycarbonyl (methyl) amino]propanoate BrC=1C(=CSC1)CC(C(=O)OC)N(C)C(=O)OC(C)(C)C